Cl.N[C@H]1C[C@@H](CC1)O |r| racemic-trans-(1RS,3RS)-3-aminocyclopentanol hydrochloride